N1=CC=C(C=C1)C1=CC=C(S1)C=O 5-(pyridin-4-yl)thiophene-2-carbaldehyde